C(C)OC(=O)C=1N=NN(C1OC1=CN(C(C(=C1)Br)=O)C)CC1=CC=C(C=C1)OC 5-((5-bromo-1-methyl-6-oxo-1,6-dihydropyridin-3-yl)oxy)-1-(4-methoxybenzyl)1H-1,2,3-triazole-4-carboxylic acid ethyl ester